ClC=1C=C(C=C(C1)S(=O)(=O)C)NC(=O)C1=CN(C(=C1)C1CC1)C1=NC=C(C=N1)F N-(3-chloro-5-(methylsulfonyl)phenyl)-5-cyclopropyl-1-(5-fluoropyrimidin-2-yl)-1H-pyrrole-3-carboxamide